(4S)-3'-(2,6-difluoro-4-iodo-phenyl)-1'-methyl-1-(2-trimethylsilylethoxymethyl)spiro[6,7-dihydro-5H-indazole-4,6'-hexahydropyrimidine]-2',4'-dione FC1=C(C(=CC(=C1)I)F)N1C(N([C@@]2(CC1=O)C=1C=NN(C1CCC2)COCC[Si](C)(C)C)C)=O